FC1=C(CNC=2C(C(C2NC2=CC=C(C=C2)OC)=O)=O)C=CC(=C1)C1=NOC(=N1)C(F)(F)F 3-((2-fluoro-4-(5-(trifluoromethyl)-1,2,4-oxadiazol-3-yl)benzyl)amino)-4-((4-methoxyphenyl)amino)cyclobut-3-ene-1,2-dione